2-chloro-4-(3,3-difluoropyrrolidin-1-yl)-6,7-dimethylpteridine ClC1=NC2=NC(=C(N=C2C(=N1)N1CC(CC1)(F)F)C)C